C(C)OC(CC(=O)C1(CC1)CC)=O 3-(1-ethylcyclopropyl)-3-oxo-propionic acid ethyl ester